1-(1-oxo-5-((4-(5,6,7,8-tetrahydrobenzo[4,5]thieno[2,3-d]pyrimidin-4-yl)piperazin-1-yl)methyl)isoindolin-2-yl)dihydropyrimidine-2,4(1H,3H)-dione O=C1N(CC2=CC(=CC=C12)CN1CCN(CC1)C=1C2=C(N=CN1)SC1=C2CCCC1)N1C(NC(CC1)=O)=O